isopropoxy-5-methyl-hexanoic acid C(C)(C)OC(C(=O)O)CCC(C)C